CC1=CC=C(C=C1)N1N=CC(=C1C)C(=O)NN=CC1=C(C=CC=C1C)C 1-p-methylphenyl-5-methyl-N'-(1-(2,6-dimethylphenyl)methylene)-1H-pyrazole-4-carboxylic acid hydrazide